C(C1=CC=CC=C1)OC1=C(C=C(C=C1)N1C(N(C(C1(C)C)=O)C=1C=C(C(=NC1)C#N)C(F)(F)F)=S)C1CCC1 5-(3-(4-(benzyloxy)-3-cyclobutylphenyl)-4,4-dimethyl-5-oxo-2-thioxoimidazolidin-1-yl)-3-(trifluoromethyl)picolinonitrile